FC1=CC(=C2CN(C(C2=C1)=O)C1C(NC(CC1)=O)=O)C1CCNCC1 3-(6-fluoro-1-oxo-4-(piperidin-4-yl)isoindolin-2-yl)piperidine-2,6-dione